4-[7-(4-cyanotetrahydro-pyran-4-yl)imidazo[1,2-a]pyridin-3-yl]-2,6-dimethoxy-N-(2,2,2-trifluoroethyl)benzamide C(#N)C1(CCOCC1)C1=CC=2N(C=C1)C(=CN2)C2=CC(=C(C(=O)NCC(F)(F)F)C(=C2)OC)OC